1-methoxy-3,5-dimethylbenzene COC1=CC(=CC(=C1)C)C